1-bromo-6-iodohexane BrCCCCCCI